N[C@H](C(=O)NC=1C(=NN(C1)C(COC)C=1N(N=NC1)CC(F)(F)F)F)C(C1CC1)C1CC1 (2S)-2-amino-3,3-dicyclopropyl-N-[3-fluoro-1-[2-methoxy-1-[3-(2,2,2-trifluoroethyl)triazol-4-yl]ethyl]pyrazol-4-yl]propanamide